OC1=CC=C(C=C1)C=1N=NC(=NN1)C1=CC=C(C=C1)O 3,6-bis(4-hydroxyphenyl)-1,2,4,5-tetrazine